6-[(2R,4R)-2-(1-cyclopropylpyrazol-4-yl)tetrahydropyran-4-yl]-8-[2-fluoro-4-(trifluoromethyl)phenyl]-2,3-dimethyl-pyrimido[5,4-d]pyrimidin-4-one C1(CC1)N1N=CC(=C1)[C@@H]1OCC[C@H](C1)C=1N=C(C=2N=C(N(C(C2N1)=O)C)C)C1=C(C=C(C=C1)C(F)(F)F)F